BrC1=NN(C2=C1C=NC(=C2)CC(=O)N)C2=NC(=CC=C2)C(C)(C)F (3-bromo-1-(6-(2-fluoroprop-2-yl)pyridin-2-yl)-1H-pyrazolo[4,3-c]pyridin-6-yl)acetamide